perfluoroisophthalonitrile FC1=C(C#N)C(=C(C(=C1C#N)F)F)F